C(CCCCCCCC)C1=C(C=CC=C1)NC(NC1=C(C=CC=C1)CCCCCCCCC)=O di(nonylphenyl)urea